FC(CN1[C@@H](C2=CC=C3C(=C2C[C@H]1C)C=NN3)C3=C(C=C(C=C3)NC3CN(C3)CCCF)OC)(COC)F N-(4-((6S,8R)-7-(2,2-difluoro-3-methoxypropyl)-8-methyl-6,7,8,9-tetrahydro-3H-pyrazolo[4,3-f]Isoquinolin-6-yl)-3-methoxyphenyl)-1-(3-fluoropropyl)azetidin-3-amine